ClC=1C=C(SC1)C1=C(C=C2C(NC(NC2=C1I)=O)=O)C(F)(F)F 7-(4-chlorothiophen-2-yl)-8-iodo-6-(trifluoromethyl)quinazoline-2,4(1H,3H)-dione